The molecule is a monohydroxybenzoic acid consisting of salicylic acid carrying two methyl groups at the 3 and 6 positions. It derives from a salicylic acid. CC1=C(C(=C(C=C1)C)O)C(=O)O